C(C)(C)(C)OC(=O)N1CCC(CC1)N1C(=NN=C1)C 4-(3-methyl-1,2,4-triazol-4-yl)piperidine-1-carboxylic acid tert-butyl ester